C(C)(C)(C)OC(=O)N1CC2=CN=C(C=C2CC1)OCC=1C(=NOC1C)C=1C=NC(=CC1)C(F)(F)F 6-({5-methyl-3-[6-(trifluoromethyl)pyridin-3-yl]-1,2-oxazol-4-yl}methoxy)-1,2,3,4-tetrahydro-2,7-naphthyridine-2-carboxylic acid tert-butyl ester